C(=C)C1=CC=C(CN2N=C(N=N2)CCCCC=2N=NN(N2)CC2=CC=C(C=C2)C=C)C=C1 5,5'-tetramethylenebis[2-(4-vinylbenzyl)-2H-tetrazole]